BrC1=CC=C(C=C1)NO 4-bromophenyl-hydroxylamine